ClCC1=NN=C(O1)C=1N=CC(=NC1)C1CN(CC1)C(=O)OC(C)(C)C 2-methylpropan-2-yl 3-{5-[5-(chloromethyl)-1,3,4-oxadiazol-2-yl]pyrazin-2-yl}tetrahydropyrrole-1-carboxylate